FC1(C(CNC1)NC1=NC(=CC=C1)C1=CN=C2N1N=C(C=C2)C=2C=NN1C2CCCC1)F N-(4,4-difluoropyrrolidin-3-yl)-6-(6-(4,5,6,7-tetrahydropyrazolo[1,5-a]pyridin-3-yl)imidazo[1,2-b]pyridazin-3-yl)pyridin-2-amine